ClC1=CC2=C(N=N1)N(C=C2)CC2CCN(CC2)C=O 4-[(3-chloropyrrolo[2,3-c]pyridazin-7-yl)methyl]piperidine-1-carbaldehyde